BrC=1C=C(C=C(C1Br)I)C(C)(C)C 3,4-dibromo-5-iodo-t-butylbenzene